3-[1-oxo-6-[(1r,3r)-3-aminocyclobutoxy]-2,3-dihydro-1H-isoindol-2-yl]piperidine-2,6-dione O=C1N(CC2=CC=C(C=C12)OC1CC(C1)N)C1C(NC(CC1)=O)=O